3-bromo-4-methyl-1-[4-[(morpholin-4-yl)methyl]phenyl]-4,5-dihydro-1H-1,2,4-triazol-5-one BrC1=NN(C(N1C)=O)C1=CC=C(C=C1)CN1CCOCC1